C1(CC1)C1CN(CCO1)C=1N=C(C2=C(N1)COC2)N 2-(2-cyclopropylmorpholin-4-yl)-5,7-dihydrofuro[3,4-d]pyrimidin-4-amine